(1R,3s,5S)-9-azabicyclo[3.3.1]nonan-3-yl 2,3-dihydro-1H-pyrrolo[1,2-a]indole-9-carboxylate C1CCN2C1=C(C=1C=CC=CC21)C(=O)OC2C[C@H]1CCC[C@@H](C2)N1